(2-fluoro-4-hydroxybenzo[b]thiophene-5-yl)boronic acid FC1=CC2=C(S1)C=CC(=C2O)B(O)O